ClC=1C=NN(C1C1=NN2C(N(C(CC2)=O)[C@H](C)C2=CC=C(C=C2)C=2N(C=C(N2)C(F)(F)F)CC)=C1)C(C)C (R)-2-(4-chloro-1-isopropyl-1H-pyrazol-5-yl)-4-(1-(4-(1-ethyl-4-(trifluoromethyl)-1H-imidazol-2-yl)phenyl)ethyl)-6,7-dihydropyrazolo[1,5-a]pyrimidin-5(4H)-one